chromocene [CH-]1C=CC=C1.[CH-]1C=CC=C1.[Cr+2]